(2S)-2-amino-3,3-dicyclopropyl-N-[2-(3,5-dimethyl-1H-pyrazol-4-yl)pyrimidin-5-yl]propenamide hydrochloride Hydrogen chloride Cl.Cl.NC(C(=O)NC=1C=NC(=NC1)C=1C(=NNC1C)C)=C(C1CC1)C1CC1